FC1=CC=C(C=C1)N1C(=CC=2C=CN=C(C2C1=O)NC1=C(C(=C(OC2=CC(=NC=C2)NC(=O)NC)C=C1)C)C)C 1-(4-(4-((7-(4-fluorophenyl)-6-methyl-8-oxo-7,8-dihydro-2,7-naphthyridin-1-yl)amino)-2,3-dimethylphenoxy)pyridin-2-yl)-3-methylurea